FC1=C(C(=CC(=C1)C)F)C1N=C(CC1)OC 2-(2,6-difluoro-4-methylphenyl)-5-methoxy-3,4-dihydro-2H-pyrrole